CC=1C=C(C=CC1)\C=N\NC=1N=C(C2=C(N1)CN(C2)[C@H]2CN(CCC2)C(C=C)=O)N2CCOCC2 1-{(3R)-3-[2-{(2E)-2-[(3-methylphenyl)methylidene]hydrazinyl}-4-(morpholin-4-yl)-5,7-dihydro-6H-pyrrolo[3,4-d]pyrimidin-6-yl]piperidin-1-yl}prop-2-en-1-one